calcium sodium europium [Eu].[Na].[Ca]